Ethyl 4,6-diaminopyrimidine-5-carboxylate NC1=NC=NC(=C1C(=O)OCC)N